FC1(CC12CC1(CCCN1C2)CO)F (2,2-difluorodihydro-1'H,3'H-spiro[cyclopropan-1,2'-pyrrolizin]-7a'(5'H)-yl)methanol